(S)-1-(1-(2-((2-chloro-4-fluoro-phenyl)amino)-5-methylpyrimidin-4-yl)-1H-pyrazol-4-yl)-3-(1-(3-chloro-phenyl)-2-hydroxy-ethyl)urea ClC1=C(C=CC(=C1)F)NC1=NC=C(C(=N1)N1N=CC(=C1)NC(=O)N[C@H](CO)C1=CC(=CC=C1)Cl)C